CC1=NC=C(C(=C1)C1=C2CCN(C(C2=CC(=C1)CCN(C)CCF)=O)C(C)C1=NC=C(C#N)C(=C1)OCC)C 6-(1-(5-(2,5-dimethylpyridin-4-yl)-7-(2-((2-fluoroethyl)(methyl)amino)ethyl)-1-oxo-3,4-dihydroisoquinolin-2(1H)-yl)ethyl)-4-ethoxynicotinonitrile